ClC=1C=C(C=NC1N1N=CC=N1)NC(=O)C=1C=NN(C1C(F)(F)F)C1=C2C(=CN=C1)SC=C2 N-(5-chloro-6-(2H-1,2,3-triazol-2-yl)pyridin-3-yl)-1-(thieno[2,3-c]pyridin-4-yl)-5-(trifluoromethyl)-1H-pyrazole-4-carboxamide